C(OCCOC1=CC=C(C=C1)N1CCNCC1)([2H])([2H])[2H] 1-(4-{2-[(2H3)methyloxy]ethoxy}phenyl)piperazine